CC1=C(C(=O)NC=2C=CC=C3C=CC=NC23)C=CC=C1 8-(2-methylbenzamido)quinoline